N-(3-fluoro-4-methoxyphenyl)-N-(4-nitropyridin-2-yl)acetamide FC=1C=C(C=CC1OC)N(C(C)=O)C1=NC=CC(=C1)[N+](=O)[O-]